COC1=CN=CC=N1 6-methoxypyrazin